BrC1=CC=CC=2C=3N(C(=NC12)Cl)N=C(N3)C=3C=NN(C3C)C 7-bromo-5-chloro-2-(1,5-dimethyl-1H-pyrazol-4-yl)[1,2,4]triazolo[1,5-c]quinazoline